FC=1C=CC=C(C1SC1=NN=C(N1CC=1OC=CC1)N1CCCC1)F 3,5-Difluoro-4-[[4-(2-furylmethyl)-5-pyrrolidin-1-yl-1,2,4-triazol-3-yl]sulfanyl]benzol